5-(4-cyclopropyl-6-methoxy-pyrimidin-5-yl)-3-[[3-methyl-4-[1-methyl-4-(trifluoromethyl)imidazol-2-yl]phenyl]methyl]-1H-pyrazolo[4,3-d]pyrimidine C1(CC1)C1=NC=NC(=C1C=1N=CC2=C(N1)C(=NN2)CC2=CC(=C(C=C2)C=2N(C=C(N2)C(F)(F)F)C)C)OC